N'-(imino(pyridin-2-yl)methyl)-2-(7-methyl-3-oxo-2H-benzo[b][1,4]thiazin-4(3H)-yl)acetohydrazide N=C(NNC(CN1C2=C(SCC1=O)C=C(C=C2)C)=O)C2=NC=CC=C2